1-[6-((E)-2-aminomethyl-3-fluoro-allyloxy)-pyridine-3-sulfonyl]-4-methyl-piperidine-4-carboxylic acid (tetrahydropyran-4-yl)-amide trifluoroacetate salt FC(C(=O)O)(F)F.O1CCC(CC1)NC(=O)C1(CCN(CC1)S(=O)(=O)C=1C=NC(=CC1)OC\C(=C\F)\CN)C